(S)-4-(3-((tert-Butoxycarbonyl)amino)piperidin-1-yl)-2-nitrobenzoic acid methyl ester COC(C1=C(C=C(C=C1)N1C[C@H](CCC1)NC(=O)OC(C)(C)C)[N+](=O)[O-])=O